6-pyrrolidin-1-yl-pyridine-3-carboxamide N1(CCCC1)C1=CC=C(C=N1)C(=O)N